(2S)-2-(9H-fluoren-9-ylmethoxycarbonylamino)-4-methyl-pentanoic acid C1=CC=CC=2C3=CC=CC=C3C(C12)COC(=O)N[C@H](C(=O)O)CC(C)C